3-bromo-2,4-dimethyl-6-(3-(methyl-sulfonyl)propoxy)pyridine BrC=1C(=NC(=CC1C)OCCCS(=O)(=O)C)C